N-(2-((5-cyano-4-(1-(2-hydroxyethyl)-1H-indol-3-yl)pyrimidin-2-yl)aminyl)-5-(4-ethylpiperazin-1-yl)phenyl)acrylamide C(#N)C=1C(=NC(=NC1)NC1=C(C=C(C=C1)N1CCN(CC1)CC)NC(C=C)=O)C1=CN(C2=CC=CC=C12)CCO